C(CC)(=O)[O-].[Ba+2].C(CC)(=O)[O-] Barium propanoat